ClC=1C(N(N=CC1NC[C@@]1(COCCC1)F)C=1SC(=NN1)OC1=CC=C(C=C1)OC(F)(F)F)=O (S)-4-chloro-5-(((3-fluorotetrahydro-2H-pyran-3-yl)methyl)amino)-2-(5-(4-(trifluoromethoxy)phenoxy)-1,3,4-thiadiazol-2-yl)pyridazin-3(2H)-one